3-chloro-5-(5-chloro-4-methyl-1H-pyrazol-1-yl)-1-(2,2-difluoroethyl)-6-(4-methoxyphenyl)pyridine-2(1H)-one ClC=1C(N(C(=C(C1)N1N=CC(=C1Cl)C)C1=CC=C(C=C1)OC)CC(F)F)=O